Ethyl 2-(chloromethyl)-4-(((1S*,5R*,6R*)-3-ethyl-3-azabicyclo[4.1.0]heptan-5-yl)oxy)benzoate ClCC1=C(C(=O)OCC)C=CC(=C1)O[C@H]1CN(C[C@H]2C[C@@H]12)CC |o1:14,18,20|